ClC1=C(C(=CC=C1Cl)OC)C1CCC(CN1)C(=O)O 6-(2,3-dichloro-6-methoxyphenyl)piperidine-3-carboxylic acid